tert-butyl (2-(4-(7-(pyridin-3-yl)-7H-pyrrolo[2,3-d]pyrimidin-4-yl)phenyl)propan-2-yl)carbamate N1=CC(=CC=C1)N1C=CC2=C1N=CN=C2C2=CC=C(C=C2)C(C)(C)NC(OC(C)(C)C)=O